ClCC(C(C=C)C)C1=CC=C(C=C1)Cl 1-chloro-2-(4-chlorophenyl)-3-methyl-4-pentene